BrC=1N=C(C=2N(C1C)C=CN2)N2[C@H](CC2)C 6-bromo-5-methyl-8-[(2S)-2-methylazetidin-1-yl]imidazo[1,2-a]pyrazine